S(=O)(=O)(C1=CC=C(C)C=C1)OC[C@@H](C)O[C@H](COS(=O)(=O)C1=CC=C(C=C1)C)C.C(C=1C(O)=CC=CC1)=NC1=CC=CC=C1 salicylideneaniline (S)-2-(((R)-1-tosyloxypropan-2-yl)oxy)propyl-4-methylbenzene-sulfonate